NC1=C(SC2=NC(=CC=C21)C)C(=O)N[C@@H]2CC1=CC(=C(C=C1CC2)N2CC1CNCC(C2)O1)C#N 3-amino-N-[(2S)-7-cyano-6-{9-oxa-3,7-diazabicyclo[3.3.1]nonan-3-yl}-1,2,3,4-tetrahydronaphthalen-2-yl]-6-methylthieno[2,3-b]pyridine-2-carboxamide